methyl 1-(2,7-dichloro-8-fluoropyrido[4,3-d]pyrimidin-4-yl)piperidine-4-carboxylate ClC=1N=C(C2=C(N1)C(=C(N=C2)Cl)F)N2CCC(CC2)C(=O)OC